5-(4,6-dichloro-5-hydroxypicolinamido)-2-(1-methylpiperidin-4-yl)-N-(2-(trifluoromethyl)benzyl)thiazole-4-carboxamide formate salt C(=O)O.ClC1=CC(=NC(=C1O)Cl)C(=O)NC1=C(N=C(S1)C1CCN(CC1)C)C(=O)NCC1=C(C=CC=C1)C(F)(F)F